2-iodo-6-methyl-4-(1-phenylethyl)-1-p-toluenesulfonyl-1,6-dihydro-7H-pyrrolo[2,3-c]pyridin-7-one IC1=CC2=C(C(N(C=C2C(C)C2=CC=CC=C2)C)=O)N1S(=O)(=O)C1=CC=C(C)C=C1